((3-(8-((2-cyclopropyl-5-ethoxy-4'-fluoro-[1,1'-biphenyl]-4-yl)methyl)-2-oxo-1-oxa-3,8-diazaspiro[4.5]decan-3-yl)bicyclo[1.1.1]pentan-1-yl)methyl)phosphonic acid C1(CC1)C1=C(C=C(C(=C1)CN1CCC2(CN(C(O2)=O)C23CC(C2)(C3)CP(O)(O)=O)CC1)OCC)C1=CC=C(C=C1)F